2-Chloro-4-[(5-cyclopropyl-1H-pyrazol-3-yl)oxy]pyrimidine ClC1=NC=CC(=N1)OC1=NNC(=C1)C1CC1